C12CN(CC2C1)C1=NC2=C(C=C(C=C2C(N1C)=O)C)C=O 2-(3-azabicyclo[3.1.0]hexan-3-yl)-3,6-dimethyl-4-oxo-3,4-dihydroquinazoline-8-carbaldehyde